The molecule is a steroidal acyl-CoA(4-) obtained by deprotonation of phosphate and diphosphate functions of 3-oxodeoxycholoyl-CoA; major species at pH 7.3. It is a steroidal acyl-CoA(4-) and a 3-oxo bile acid CoA thioester(4-). It is a conjugate base of a 3-oxodeoxycholoyl-CoA. C[C@H](CCC(=O)SCCNC(=O)CCNC(=O)[C@@H](C(C)(C)COP(=O)([O-])OP(=O)([O-])OC[C@@H]1[C@H]([C@H]([C@@H](O1)N2C=NC3=C(N=CN=C32)N)O)OP(=O)([O-])[O-])O)[C@H]4CC[C@@H]5[C@@]4([C@H](C[C@H]6[C@H]5CC[C@H]7[C@@]6(CCC(=O)C7)C)O)C